OC1=CC(=C(C#N)C=C1)OC(F)(F)F 4-hydroxy-[(trifluoro-methyl)oxy]benzonitrile